3-({4-[4-(2-{4-[({2-[(cyclohexylsulfanyl)methyl]-5-fluoro-4-oxo-3H-quinazolin-7-yl}oxy)methyl]piperidin-1-yl}ethyl)piperazin-1-yl]-3-fluorophenyl}amino)piperidine-2,6-dione C1(CCCCC1)SCC1=NC2=CC(=CC(=C2C(N1)=O)F)OCC1CCN(CC1)CCN1CCN(CC1)C1=C(C=C(C=C1)NC1C(NC(CC1)=O)=O)F